NC=1C(NC(N(N1)C1=CC(=C(C(=C1)Cl)OC=1C=C2C(=CC(=NC2=CC1)C1=NC=CC=C1)C)Cl)=O)=O 6-Amino-2-(3,5-dichloro-4-((4-methyl-2-(pyridin-2-yl)quinolin-6-yl)oxy)phenyl)-1,2,4-Triazine-3,5(2H,4H)-dione